rac-dimethylsilyl-bis(2-methyl-1-indenyl)zirconium dichloride [Cl-].[Cl-].C[SiH](C)[Zr+2](C1C(=CC2=CC=CC=C12)C)C1C(=CC2=CC=CC=C12)C